N,N-Dimethyl-5-[[1-[2-(1-piperidinyl)phenyl]ethyl]sulfonyl]thiophene-2-sulfonamide CN(S(=O)(=O)C=1SC(=CC1)S(=O)(=O)C(C)C1=C(C=CC=C1)N1CCCCC1)C